C(C)N(CCC[Sn](C)(C)CCCN(CC)CC)CC Bis(3-diethylaminopropyl)dimethyl-tin